C(#N)C=1C=CC(=C2C=CC=NC12)N1C[C@]2(C[C@]2(C1)C(F)(F)F)C(=O)NN (1R,5S)-3-(8-cyanoquinolin-5-yl)-5-(trifluoromethyl)-3-azabicyclo[3.1.0]hexane-1-carbohydrazide